C1(CCCCC1)CCNCC1=C(C=CC=C1)OCC1OCCC1 2-cyclohexyl-N-(2-((tetrahydrofuran-2-yl)methoxy)benzyl)ethanamine